7-(3-(trifluoromethoxy)phenyl)-5,6,7,8-tetrahydro-2,7-naphthyridine-3-carboxylic acid FC(OC=1C=C(C=CC1)N1CCC=2C=C(N=CC2C1)C(=O)O)(F)F